FC(C1=NC=CC=C1C1=NN2C(=NC=3C=CC=CC3C2=N1)N[C@H]1CNCCCC1)(F)F (3R)-3-({2-[2-(trifluoromethyl)pyridin-3-yl][1,2,4]triazolo[1,5-c]quinazolin-5-yl}amino)azepan